S1C=CC2=C1C(OCC21CC1)C1(CC1)N 1-(5',7'-dihydrospiro[cyclopropane-1,4'-thieno[2,3-c]pyran]-7'-yl)cyclopropanamine